NC1=NC(=C(C(=N1)N)OCCCOC1=C(C=CC=C1)/C=C/C(=O)O)CC.[O].[Se].[Ga] gallium-selenium oxygen (E)-3-{2-[3-(2,4-diamino-6-ethylpyrimidin-5-yloxy)propoxy]phenyl}acrylic acid